ClC1=C(C=NC=C1)C1=C(C(=NC(=N1)S(=O)(=O)C)OC)C(=O)N (4-chloropyridin-3-yl)-4-methoxy-2-(methylsulfonyl)pyrimidine-5-carboxamide